OC(C)(C)C=1C=C(C=CC1)N1C(N(C(C1)C#N)C1=CN=CC2=CC=CC=C12)=O 1-(3-(2-hydroxypropan-2-yl)phenyl)-3-(isoquinolin-4-yl)-2-oxoimidazolidine-4-carbonitrile